FC(C1=CC=C(C=N1)OC=1C(=NC=CN1)C=1CCN(CC1)C(=O)OC(C)(C)C)(F)F tert-butyl 4-(3-{[6-(trifluoromethyl) pyridin-3-yl] oxy} pyrazin-2-yl)-3,6-dihydro-2H-pyridine-1-carboxylate